C[Si](O[SiH2]O[Si](C)(C)C)(C)C bis(trimethylsiloxy)silan